6-chloro-4-iodo-1-((2R,3S)-2-methyl-3-(methylsulfonylmethyl)azetidin-1-yl)-2,7-naphthyridine ClC=1C=C2C(=CN=C(C2=CN1)N1[C@@H]([C@H](C1)CS(=O)(=O)C)C)I